BrC1=CC2=C(OC(CO2)C=2C=CC(=NC2)OC)C(=C1)F 5-(6-bromo-8-fluoro-2,3-dihydrobenzo[b][1,4]dioxin-2-yl)-2-methoxypyridine